2,7-dichloro-8-fluoro-4-(2-((tetrahydro-2H-pyran-2-yl)oxy)-6-azaspiro[3.5]non-6-yl)pyrido[4,3-d]pyrimidine ClC=1N=C(C2=C(N1)C(=C(N=C2)Cl)F)N2CC1(CC(C1)OC1OCCCC1)CCC2